C(C1=CC=CC=C1)(=S)SC(C)(C)C(=O)OCC 2-(ethoxycarbonyl)prop-2-yl dithiobenzoate